Di-tert-butyl 3,3'-((adipoylbis(azanediyl))bis(1,3-dioxoisoindoline-4,2-diyl))bis(2,6-dioxopiperidine-1-carboxylate) C(CCCCC(=O)NC1=C2C(N(C(C2=CC=C1)=O)C1C(N(C(CC1)=O)C(=O)OC(C)(C)C)=O)=O)(=O)NC1=C2C(N(C(C2=CC=C1)=O)C1C(N(C(CC1)=O)C(=O)OC(C)(C)C)=O)=O